OC1OC(C2=CC=CC=C12)=O 3-hydroxy-isobenzofuran-1(3H)-one